BrC1=C(NC=2C1=NC=CC2)C(=O)OCC ethyl 3-bromo-1H-pyrrolo[3,2-b]pyridine-2-carboxylate